6-(4-((2R,6R)-1-acetyl-4-acryloyl-6-methylpiperazin-2-yl)-6-chloropyridin-2-yl)-2-(difluoromethyl)-N-methylpyrimidine-4-carboxamide C(C)(=O)N1[C@@H](CN(C[C@H]1C)C(C=C)=O)C1=CC(=NC(=C1)Cl)C1=CC(=NC(=N1)C(F)F)C(=O)NC